6-isocyanatomethyl-bicyclo[2.2.1]-heptane N(=C=O)CC1CC2CCC1C2